Tert-butyl (4S)-4-[6-amino-7-(4-bromophenyl)-8-oxopurin-9-yl]-3,3-difluoropiperidine-1-carboxylate NC1=C2N(C(N(C2=NC=N1)[C@@H]1C(CN(CC1)C(=O)OC(C)(C)C)(F)F)=O)C1=CC=C(C=C1)Br